ClC1=C(OCC=2C=C(C(=O)C3CCN(CC3)C(=O)OC(C)(C)C)C=CC2)C=CC(=C1)C tert-Butyl 4-(3-((2-chloro-4-methylphenoxy)methyl)benzoyl)piperidine-1-carboxylate